C(C)(C)(C)OC(=O)NNCC1CC1 2-(Cyclopropylmethyl)hydrazine-1-carboxylic acid tert-butyl ester